(6-bromoindan-5-yl)acetamide BrC1=C(C=C2CCCC2=C1)CC(=O)N